ClC1=C(C(=O)NC2=C3C=NN(C3=CC=C2)C2=CC(=C(C=C2)OC)C(F)(F)F)C=C(C=C1)CNC(C(C)(C)C)=O 2-chloro-5-{[(2,2-dimethylpropionyl)amino]methyl}-N-{1-[4-methoxy-3-(trifluoromethyl)phenyl]-1H-indazol-4-yl}benzamide